methyl 4,6-dichloropicolinate ClC1=CC(=NC(=C1)Cl)C(=O)OC